N-cyclohexyl-2-(4-(2-(isopropylamino)-2-oxoethoxy)-3-methoxyphenyl)-2-oxoacetamide C1(CCCCC1)NC(C(=O)C1=CC(=C(C=C1)OCC(=O)NC(C)C)OC)=O